N-(1-(4-chlorophenyl)-2,2,2-trifluoroethyl)-5-cyano-N-ethylpyridine-3-sulfonamide ClC1=CC=C(C=C1)C(C(F)(F)F)N(S(=O)(=O)C=1C=NC=C(C1)C#N)CC